1-(3-Chloro-4-methoxy-phenyl)-2-(2-chloro-pyrimidin-4-yl)-ethanone ClC=1C=C(C=CC1OC)C(CC1=NC(=NC=C1)Cl)=O